racemic-α-cyano-3-phenoxybenzyl alcohol C(#N)[C@@H](C1=CC(=CC=C1)OC1=CC=CC=C1)O |r|